8-chloro-7-[(2-methyl-3H-benzimidazol-5-yl)oxy]-2-[1-[1-(2-pyridinyl)azetidin-3-yl]pyrazol-4-yl]quinoxaline ClC=1C(=CC=C2N=CC(=NC12)C=1C=NN(C1)C1CN(C1)C1=NC=CC=C1)OC1=CC2=C(N=C(N2)C)C=C1